COC(=O)C1=NN(C(=C1)C1=CC(=CC=C1)OC)CC1=C(C=CC=C1F)N(C)C 1-[[2-(dimethylamino)-6-fluorophenyl]methyl]-5-(3-methoxyphenyl)-1H-pyrazole-3-carboxylic acid methyl ester